tert-butyl (2-(6-bromo-1-isobutyryl-7-methyl-1H-indol-3-yl)ethyl)(N,N-dimethylsulfamoyl)carbamate BrC1=CC=C2C(=CN(C2=C1C)C(C(C)C)=O)CCN(C(OC(C)(C)C)=O)S(N(C)C)(=O)=O